BrC=1C=C(CC2C(C3=CC=CC=C3C2=O)=O)C=CC1 2-(3-bromobenzyl)1,3-indenedione